(2S,3S,4S)-1-(2-(3-acetyl-5-(2-methylpyrimidin-5-yl)-1H-indazol-1-yl)acetyl)-N-(6-bromopyridin-2-yl)-4-fluoro-3-methoxy-pyrrolidine-2-carboxamide C(C)(=O)C1=NN(C2=CC=C(C=C12)C=1C=NC(=NC1)C)CC(=O)N1[C@@H]([C@@H]([C@H](C1)F)OC)C(=O)NC1=NC(=CC=C1)Br